4-[[(3R)-1-tert-butoxycarbonylpyrrolidin-3-yl]amino]-2-chloro-pyrimidine-5-carboxylic acid C(C)(C)(C)OC(=O)N1C[C@@H](CC1)NC1=NC(=NC=C1C(=O)O)Cl